FC=1C=C2C(=CNC2=CC1)NC(=O)NC1=CC(=C(C=C1)CN1CCC(CC1)(F)F)F 1-(5-fluoro-1H-indol-3-yl)-3-(4-((4,4-difluoropiperidin-1-yl)methyl)-3-fluorophenyl)urea